(3R)-3-amino-5-[(4-chlorophenyl)methyl]-8-fluoro-7-[2-(1-methylsulfonyl-3-piperidyl)tetrazol-5-yl]-1,1-dioxo-2,3-dihydro-1lambda6,5-benzothiazepin-4-one N[C@H]1CS(C2=C(N(C1=O)CC1=CC=C(C=C1)Cl)C=C(C(=C2)F)C=2N=NN(N2)C2CN(CCC2)S(=O)(=O)C)(=O)=O